C(C)(CC)S Sec-butyl mercaptan